C12CC(CC(CC1)N2)OC=2C=C1C(=NC=NC1=CC2OC)NC2=CC(=C(C=C2)OC2=CC1=C(N(C=N1)C)C=C2)C 6-((8-Azabicyclo[3.2.1]octan-3-yl)oxy)-7-methoxy-N-(3-meth-yl-4-((1-methyl-1H-benzo[d]imidazol-5-yl)oxy)phenyl)quinazolin-4-amine